3-(3,4-dihydroxyphenyl)alanine OC=1C=C(C=CC1O)C[C@H](N)C(=O)O